2-oxoethyl-carbamic acid tert-butyl ester C(C)(C)(C)OC(NCC=O)=O